ClC1=C(C=C(C=C1)C1CCN(CC1)C1=C(C=C(C=C1)[N+](=O)[O-])F)OC 4-(4-chloro-3-methoxy-phenyl)-1-(2-fluoro-4-nitro-phenyl)piperidine